CC1C(C(CC=C1)(C)C)C(C=CC)=O 1-(2,6,6-trimethylcyclohex-3-en-1-yl)but-2-en-1-one